5-(3-(isopropylcarbamoyl)-1H-indazol-6-yl)-2-methoxy-d3-nicotinic acid C(C)(C)NC(=O)C1=NNC2=CC(=CC=C12)C=1C=NC(=C(C(=O)O)C1)OC([2H])([2H])[2H]